tert-Butyl 3-(4-(2-(((benzyloxy)carbonyl)amino)ethyl)-3-fluorophenyl)-3,8-diazabicyclo[3.2.1]octane-8-carboxylate C(C1=CC=CC=C1)OC(=O)NCCC1=C(C=C(C=C1)N1CC2CCC(C1)N2C(=O)OC(C)(C)C)F